BrC=1C=C(C=C2C(N(C(=NC12)Cl)C(C)C)=O)C 8-bromo-2-chloro-3-isopropyl-6-methylquinazolin-4(3H)-one